1-{2-[3-(ethanesulfonyl)-5-[5-(1-fluorocyclopropyl)-1,2,4-oxadiazol-3-yl]pyridin-2-yl]-3-methyl-3H-imidazo[4,5-b]pyridin-6-yl}ethan-1-one C(C)S(=O)(=O)C=1C(=NC=C(C1)C1=NOC(=N1)C1(CC1)F)C1=NC=2C(=NC=C(C2)C(C)=O)N1C